(R)-N-(1-(bicyclo[1.1.1]pentan-1-ylamino)-4-methoxybutan-2-yl)-2,4-dibromo-5-methoxybenzenesulfonamide C12(CC(C1)C2)NC[C@@H](CCOC)NS(=O)(=O)C2=C(C=C(C(=C2)OC)Br)Br